BrC1=C(C=CC=C1)NC1=NC(=NC=C1C(=O)N)NC1=C(C=CC(=C1)C(N)=O)OC 4-[(2-bromophenyl)amino]-2-[(5-carbamoyl-2-methoxyphenyl)amino]pyrimidine-5-carboxamide